tert-butyl ((1R,2R)-2-((tert-butyldimethylsilyl)oxy)-4,4-dimethylcyclopentyl)carbamate [Si](C)(C)(C(C)(C)C)O[C@H]1[C@@H](CC(C1)(C)C)NC(OC(C)(C)C)=O